NC=1C(C(C(=CC1)C1=C(C=C(C=C1)N)C(F)(F)F)(N)C(F)(F)F)N 4,4'-diamino-2,2'-bistrifluoromethyl-biphenyl-diamine